6-{3-Azabicyclo[3.1.0]hex-3-yl}-5-cyanopyridine-3-carboxylic acid methyl ester COC(=O)C=1C=NC(=C(C1)C#N)N1CC2CC2C1